FC=1C=2N(C=C(C1)C1=CNC=3N=C(N=CC31)NC3CCC(CC3)OCCO)C=CN2 2-(((1r,4r)-4-((5-(8-fluoroimidazo[1,2-a]pyridin-6-yl)-7H-pyrrolo[2,3-d]pyrimidin-2-yl)amino)cyclohexyl)oxy)ethan-1-ol